1-(2-(5-(2-methoxypyrimidin-5-yl)-1H-imidazol-2-yl)piperidin-1-yl)-2-(methyl-thio)propan-1-one COC1=NC=C(C=N1)C1=CN=C(N1)C1N(CCCC1)C(C(C)SC)=O